2-[4-[6-[3-(5-chloro-2-fluoro-phenyl)-1H-pyrazol-4-yl]-1,5-naphthyridin-3-yl]triazol-1-yl]-N-methyl-ethanamine ClC=1C=CC(=C(C1)C1=NNC=C1C=1N=C2C=C(C=NC2=CC1)C=1N=NN(C1)CCNC)F